S[SiH](O)S dimercapto-silanol